7-deaza-7-trifluoromethyl-2'-deoxyguanosine FC(C1=CN([C@H]2C[C@H](O)[C@@H](CO)O2)C=2N=C(NC(C12)=O)N)(F)F